NC1CCC(CC1)OC1=CC(=C(C#N)C=C1)Cl (1r,4r)-4-((4-aminocyclohexyl)oxy)-2-chlorobenzonitrile